C(C)(=O)NC=1C(=CC=C2C=C(C(NC12)=O)C(=O)N[C@H]1CS(C=C1)(=O)=O)C(C)C (R)-8-acetamido-N-(1,1-dioxido-2,3-dihydrothiophen-3-yl)-7-isopropyl-2-oxo-1,2-dihydroquinoline-3-carboxamide